((R)-8-((4-methyl-3,4-dihydro-2H-benzo[b][1,4]oxazin-6-yl) sulfonyl)-1-oxa-8-azaspiro[4.5]dec-3-yl) carbamate C(N)(O[C@H]1COC2(C1)CCN(CC2)S(=O)(=O)C2=CC1=C(OCCN1C)C=C2)=O